C(C)(C)(C)OC(=O)NC1CCN(CC1)C(CCC(=O)OC)=O methyl 4-(4-((tert-butoxycarbonyl) amino) piperidin-1-yl)-4-oxobutanoate